3,3'-di-tert-butyl-5,5'-dimethoxy-2,2'-biphenol C(C)(C)(C)C1=C(C(=CC(=C1)OC)O)C=1C(=CC(=CC1C(C)(C)C)OC)O